ClC1=C(C=C(CNCCC2=C(C=CC(=C2)OC)OC)C=C1)C N-(4-chloro-3-methylbenzyl)-2-(2,5-dimethoxyphenyl)ethan-1-amine